2-(4-aminopiperidin-1-yl)-N-(2-(1-(tert-butyl)-1H-pyrazol-4-yl)benzyl)-9-isopropyl-9H-purin-6-amine NC1CCN(CC1)C1=NC(=C2N=CN(C2=N1)C(C)C)NCC1=C(C=CC=C1)C=1C=NN(C1)C(C)(C)C